methyl ethyl ketone hydrate O.C(C)C(=O)C